C1([C@@H](O)[C@H](O)[C@H](O)[C@@H](O1)C)OC[C@@H]1[C@H]([C@@H]([C@@H]([C@H](O1)O[C@@H]1[C@@H]([C@@](O)(O[C@@H]([C@H]1O)CO)OCCN)O)O)O)O L-fucosyl-(1→6)-α-D-mannopyranosyl-(1→3)-2-aminoethoxy-α-D-mannopyranose